6-(4-Chlorophenyl)-2-(5-chloro-3-thienyl)-3-oxo-N-[(2S)-3,3,3-trifluoro-2-hydroxypropyl]-2,3-dihydropyridazine-4-carboxamide ClC1=CC=C(C=C1)C=1C=C(C(N(N1)C1=CSC(=C1)Cl)=O)C(=O)NC[C@@H](C(F)(F)F)O